monophosphate magnesium salt [Mg+2].P(=O)([O-])([O-])O